F[B-](F)(F)F.C1=CC=CC=2[SH+]C3=CC=CC=C3SC12 thianthrenium tetrafluoroborate